C(C1=CC=CC=C1)[C@@]1(COC2=C1C=CC(=C2)C(=O)N2CCCCC2)C (S)-(3-benzyl-3-methyl-2,3-dihydro-benzofuran-6-yl)-piperidin-1-yl-methanone